4-(acetoxyimino)-4-(thiophen-2-yl)but-2-enoic acid ethyl ester C(C)OC(C=CC(C=1SC=CC1)=NOC(C)=O)=O